[2-(1-hydroxy-1-methyl-ethyl)-2-methyl-6-morpholino-3H-furo[2,3-b]pyridin-5-yl]pyrazolo[1,5-a]pyrimidine-3-carboxamide OC(C)(C)C1(CC=2C(=NC(=C(C2)C2=NN3C(N=CC=C3)=C2C(=O)N)N2CCOCC2)O1)C